COC(C1=C(C=C(C(=C1)C1CC1)COCC1CC2(C1)CCN(CC2)C(CC)C2=CC(=CC(=C2)Cl)Cl)F)=O 5-cyclopropyl-4-(((7-(1-(3,5-dichlorophenyl)propyl)-7-azaspiro[3.5]non-2-yl)methoxy)methyl)-2-fluorobenzoic acid methyl ester